COC1=NC(=NC(=N1)S)S 2-methoxy-4,6-dimercapto-s-triazine